(2-(4-methoxyphenyl)-5-(4-nitrophenyl)oxazol-4-yl)methanone N-formyl-L-aspartate C(=O)N[C@@H](CC(=O)O)C(=O)O.COC1=CC=C(C=C1)C=1OC(=C(N1)C=O)C1=CC=C(C=C1)[N+](=O)[O-]